chloroacetic acid, ethyl ester ClCC(=O)OCC